(4-(1-cyclopropyl-1H-pyrazol-4-yl)-5-((1-(2-fluoroethyl)-1H-pyrazol-4-yl)ethynyl)pyridin-2-yl)-2-(1-(cyclopropylsulfonyl)-1H-pyrazol-4-yl)pyrimidin-4-amine C1(CC1)N1N=CC(=C1)C1=CC(=NC=C1C#CC=1C=NN(C1)CCF)C=1C(=NC(=NC1)C=1C=NN(C1)S(=O)(=O)C1CC1)N